FC1=CC=C(C=C1)N1CCN(C2=CC=CC=C12)CCCN1CCN(CC1)C 1-(4-fluorophenyl)-4-(3-(4-methylpiperazin-1-yl)propyl)-1,2,3,4-tetrahydroquinoxaline